CCCC(CCCCC=CCC)C#N Dodec-9-ene-4-carbonitrile